C(C)(C)C1=C(NC2=CC=C(C=C12)C1CCN(CC1)CCC)C=1C=C(C(N(C1)C)=O)C1=CC=NC=C1 5-(3-isopropyl-5-(1-propylpiperidin-4-yl)-1H-indol-2-yl)-1-methyl-[3,4'-bipyridine]-2(1H)-one